4-(2-fluoro-4-methyl-5-nitrophenyl)-6-methyl-1-tosyl-1,6-dihydro-7H-pyrrolo[2,3-c]pyridin-7-one FC1=C(C=C(C(=C1)C)[N+](=O)[O-])C=1C2=C(C(N(C1)C)=O)N(C=C2)S(=O)(=O)C2=CC=C(C)C=C2